FC1=CC=C(C=C1)S(=O)(=O)N1CC(N(CC1)CC(=O)N[C@H](C(=O)N(C)C1=CC=C(C=C1)OC)CC1=CC=CC=C1)=O (S)-2-(2-(4-((4-fluorophenyl)sulfonyl)-2-oxopiperazin-1-yl)acetamido)-N-(4-methoxyphenyl)-N-methyl-3-phenylpropanamide